amino-7-cyclopropyl-1-(3-fluorophenyl)pyrido[2,3-d]pyrimidin-2(1H)-one NC=1C2=C(N(C(N1)=O)C1=CC(=CC=C1)F)N=C(C=C2)C2CC2